C(=O)(OC(C)(C)C)N1CC(C(CC1)OS(=O)(=O)C(F)(F)F)(F)F N-Boc-3,3-difluoro-4-trifluoromethylsulfonyloxypiperidine